C1=CC=CC=2C3=CC=CC=C3C(C12)COC(=O)N(C(C(=O)OC(C)(C)C)CCC1=CC=C(C=C1)OC)C tert-Butyl 2-((((9H-fluoren-9-yl)methoxy) carbonyl)(methyl)amino)-4-(4-methoxyphenyl)butanoate